CC1=CC=C(C=C1)S(=O)(=O)NC1=C(C=CC=C1)C#CC1=CC=CC2=CC=CC=C12 4-methyl-N-(2-(naphthalen-1-ylethynyl)phenyl)benzenesulfonamide